COC=1C=NC=C(C1C(CC#N)=O)OCC1=CC=C(C=C1)OC 3-(3-methoxy-5-((4-methoxybenzyl)oxy)pyridin-4-yl)-3-oxopropionitrile